2,4,6-Trimethylcinnamoylguanidin CC1=C(C=CC(=O)NC(=N)N)C(=CC(=C1)C)C